ClC=1N=C(C2=C(N1)C(=C(N=C2)Cl)F)N2CC1CCC(C2)N1C(=O)OC(C)(C)C tertbutyl 3-{2,7-dichloro-8-fluoropyrido[4,3-d]pyrimidin-4-yl}-3,8-diazabicyclo[3.2.1]octane-8-carboxylate